C(=O)O.COC=1C(=C2C=CNC2=C(C1)C)CN1[C@@H](C[C@H](CC1)NC1COC1)C1=CC=C(C(=O)O)C=C1 4-((2S,4S)-1-((5-methoxy-7-methyl-1H-indol-4-yl)methyl)-4-(oxetan-3-ylamino)piperidin-2-yl)benzoic acid formic acid salt